O[C@@H]1[C@H](C([C@@H]([C@@H]1O)CO)=O)N1C2=NC=NC(=C2N=C1)NC(C1=CC=CC=C1)=O N-[9-[(2R,3R,4S,5R)-3,4-dihydroxy-5-(hydroxymethyl)oxocyclopent-2-yl]-9H-purin-6-yl]benzamide